4-[(2,5-Dimethylpyrrolidin-1-yl)methyl]-1-[4-(3-fluorophenoxy)-6-(trifluoromethyl)pyrimidin-2-yl]piperidin-4-ol CC1N(C(CC1)C)CC1(CCN(CC1)C1=NC(=CC(=N1)OC1=CC(=CC=C1)F)C(F)(F)F)O